ClC=1C=C(C=CC1CC)CC[C@@H](C(=O)O)NC(=O)OCC1C2=CC=CC=C2C=2C=CC=CC12 (2S)-4-(3-chloro-4-ethyl-phenyl)-2-(9H-fluoren-9-ylmethoxycarbonyl-amino)-butyric acid